Cl.COC(=O)[C@H]1NCC(C1)=C (S)-4-methylenepyrrolidine-2-carboxylic acid methyl ester hydrochloride